COC=1C=C(C(C=O)=CC1OC)C=O 4,5-dimethoxy-phthalaldehyde